C(=O)C1=NC(=C(C2=C1CN(C2)C(=O)OC(C)(C)C)C)C tert-butyl 4-formyl-6,7-dimethyl-1,3-dihydro-2H-pyrrolo[3,4-C]pyridine-2-carboxylate